C(#N)C(=NNC=1C=C2C(=NC1)N(C=C2C)C(=O)OC(C)(C)C)C#N tert-butyl 5-(2-(dicyanomethylene) hydrazino)-3-methyl-1H-pyrrolo[2,3-b]pyridin-1-yl-carboxylate